C(CCC)N1C[C@@H](C=C2C3=C4C(C[C@@H]12)=CNC4=CC=C3)C(=O)N(CC)CC (6aR,9R)-7-butyl-N,N-diethyl-6,6a,8,9-tetrahydro-4H-indolo[4,3-fg]quinoline-9-carboxamide